methyl (2S)-2-[[(2S)-2-amino-4,4-dimethyl-pentanoyl]amino]-3-[(3S)-2-oxo-3-piperidyl]propanoate N[C@H](C(=O)N[C@H](C(=O)OC)C[C@H]1C(NCCC1)=O)CC(C)(C)C